1-[(S)-1-[6-({4-[2-amino-6-(m-cyanophenyl)-4-pyrimidinyl]-1H-1,2,3-triazol-1-yl}methyl)-2-pyridinyl]propyl]-4-piperidinecarboxylic acid NC1=NC(=CC(=N1)C=1N=NN(C1)CC1=CC=CC(=N1)[C@H](CC)N1CCC(CC1)C(=O)O)C1=CC(=CC=C1)C#N